OC1=C(C=C(C=C1C(CC(C)(C)C)(C)C)C(C1=CC=CC=C1)(C)C)N1N=C2C(=N1)C=CC=C2 2-[2'-hydroxy-3'-(1,1,3,3-tetra-methylbutyl)-5'-(α,α-dimethylbenzyl)-phenyl]benzotriazole